N-(benzo[c][1,2,5]thiadiazol-4-ylmethyl)azetidine-1-carboxamide N=1SN=C2C1C=CC=C2CNC(=O)N2CCC2